N1(C=NC=C1)C=1C=C(C=C(C1)OC)NC1=CC=NC2=CC=CC=C12 N-(3-(1H-Imidazol-1-yl)-5-Methoxyphenyl)quinolin-4-amine